5-chloro-2-phenylpyridin-3-amine ClC=1C=C(C(=NC1)C1=CC=CC=C1)N